C(C)[C@@H]1CN(C[C@@H]1C1=CN=C2C=NC=3NC=CC3N12)C(=O)NCC(F)(F)F (3S,4R)-3-ethyl-4-{1,5,7,10-tetraazatricyclo[7.3.0.02,6]dodeca-2(6),3,7,9,11-pentaen-12-yl}-N-(2,2,2-trifluoroethyl)pyrrolidine-1-carboxamide